ClC1=CC=C(C(=O)NCC2=CC=C(C=C2)[C@@H]2CNCCO2)C=C1 (R)-4-chloro-N-(4-(morpholin-2-yl)benzyl)benzamide